FC1=C(OC2=C(C=CC=C2C1=O)O)C(=O)NCC1(CCCCC1)O Fluoro-8-hydroxy-N-((1-hydroxycyclohexyl)methyl)-4-oxo-4H-chromene-2-carboxamide